ClC=1C=C(C=CC1F)NC(N([C@@H](C)C1=CNC(C2=CC=CC=C12)=O)CC)=O (S)-3-(3-chloro-4-fluorophenyl)-1-ethyl-1-(1-(1-oxo-1,2-dihydroisoquinolin-4-yl)ethyl)urea